2-(2-methoxyethoxyethoxy)acetate COCCOCCOCC(=O)[O-]